(5-cyclopropyl-8-methylnaphthalen-1-yl)-4-fluorobenzamide C1(CC1)C1=C2C=CC=C(C2=C(C=C1)C)C1=C(C(=O)N)C=CC(=C1)F